[Cl-].C(=O)(O)CCC[N+]1(C[C@@H](C=C2C3=C4C(C[C@@H]12)=CNC4=CC=C3)C(N(CC)CC)=O)C (6aR,9R)-7-(3-carboxypropyl)-9-(diethylcarbamoyl)-7-methyl-4,6,6a,7,8,9-hexahydroindolo[4,3-fg]quinolin-7-ium chloride